CC1(OB(OC1(C)C)C1=CC=CN2C(=CC=C12)C(=O)C1=CC=C(C(=O)OC)C=C1)C methyl 4-(8-(4,4,5,5-tetramethyl-1,3,2-dioxaborolan-2-yl)indolizine-3-carbonyl)benzoate